ClC=1C=CC2=C(CCC=3C(=NC=CC3)C2=C2CCN(CC2)CC(COC2=CC=C(C=C2)[C@@H]2CC[C@H](CC2)CC(=O)O)O)C1 trans-2-(4-(4-(3-(4-(8-chloro-5,6-dihydro-11H-benzo[5,6]cyclohepta[1,2-b]pyridin-11-ylidene)piperidin-1-yl)-2-hydroxypropoxy)phenyl)cyclohexyl)acetic acid